ClC1=CC=C(OCC(=O)N2C[C@@H](N(CC2)CC2=NC3=CC=CC=C3C(N2C2=C(C=C(C(=C2)C(F)(F)F)F)OC(C)C)=O)C(C)C)C=C1 (S)-2-((4-(2-(4-chlorophenoxy)acetyl)-2-isopropylpiperazin-1-yl)methyl)-3-(4-fluoro-2-isopropoxy-5-(trifluoromethyl)phenyl)quinazolin-4(3H)-one